CC1S(OC=CC1)(=O)=O 3-methyl-3,4-dihydrooxathiine 2,2-dioxide